1-N-[4-(6,7-dimethoxy-pyrido[3,2-d]pyrimidin-4-yl)oxyphenyl]-1-N'-(4-fluorophenyl)cyclopropane-1,1-dicarboxamide COC=1C(=CC=2N=CN=C(C2N1)OC1=CC=C(C=C1)NC(=O)C1(CC1)C(=O)NC1=CC=C(C=C1)F)OC